ClC=1C2=C(N=CN1)NC(C(=C2)N2CCN(CC2)C(=O)OC(C)(C)C)=O tert-butyl 4-(4-chloro-7-oxo-7,8-dihydropyrido[2,3-d]pyrimidin-6-yl)piperazine-1-carboxylate